P-(4-(5-(chlorodifluoromethyl)-1,2,4-oxadiazol-3-yl)-2-fluorobenzyl)-N-(4-chlorophenyl)-P-methylphosphinic amide ClC(C1=NC(=NO1)C1=CC(=C(CP(NC2=CC=C(C=C2)Cl)(=O)C)C=C1)F)(F)F